N-(3-(2-((4-(2-hydroxyethoxy)phenyl)amino)quinazolin-8-yl)phenyl)acrylamide OCCOC1=CC=C(C=C1)NC1=NC2=C(C=CC=C2C=N1)C=1C=C(C=CC1)NC(C=C)=O